CN(S(=O)(=O)N1CCNCC1)C piperazine-1-sulfonic acid dimethylamide